C(#N)[C@H]1N(C[C@H](C1)F)C(CN1C[C@H](CC1)NC(=O)C1=COC2=C1C=CC(=C2)F)=O N-((S)-1-(2-((2S,4S)-2-cyano-4-fluoropyrrolidin-1-yl)-2-oxoethyl)pyrrolidin-3-yl)-6-fluorobenzofuran-3-carboxamide